3-[3-bromo-4-[(2,4-difluorobenzyl)oxy]-6-methyl-2-oxopyridin-1(2H)-yl]-4-(1-hydroxy-1-methylethyl)-N-methylbenzamide BrC=1C(N(C(=CC1OCC1=C(C=C(C=C1)F)F)C)C=1C=C(C(=O)NC)C=CC1C(C)(C)O)=O